4-((2-methyl-1-(pyrimidin-2-yl)propyl)amino)-3-(6-morpholino-1H-benzo[d]imidazol-2-yl)-quinolin-2(1H)-one CC(C(C1=NC=CC=N1)NC1=C(C(NC2=CC=CC=C12)=O)C1=NC2=C(N1)C=C(C=C2)N2CCOCC2)C